Nω-methyl-arginine CNC(NCCC[C@H](N)C(=O)O)=N